N-(2,3-dihydro-1H-inden-4-yl)-2,2-dimethylpropionamide C1CCC2=C(C=CC=C12)NC(C(C)(C)C)=O